(1-(((2R,3R,4S,5R)-5-(6-chloro-4-(cyclopentylamino)-1H-pyrazolo[3,4-d]pyrimidin-1-yl)-4-fluoro-3-hydroxytetrahydrofuran-2-yl)methoxy)-2-hydroxyethyl)phosphonic acid ClC1=NC(=C2C(=N1)N(N=C2)[C@H]2[C@H]([C@@H]([C@H](O2)COC(CO)P(O)(O)=O)O)F)NC2CCCC2